O=C1NC2=C(SC3=C1C=CC=C3)C=CC(=C2)C(=O)NC[C@@H](C(=O)O)C2=CC=CC=C2 (S)-3-(11-oxo-10,11-dihydrodibenzo[b,f][1,4]thiazepine-8-carboxamido)-2-phenylpropanoic acid